(R)-2-(4-fluoro-1-(1-phenylethyl)-1H-pyrazol-5-yl)-2,2-dimethoxyethan-1-ol FC=1C=NN(C1C(CO)(OC)OC)[C@H](C)C1=CC=CC=C1